Cl.CC1(CC(CC1)N)C 3,3-dimethylcyclopentane-1-amine hydrochloride